BrC=1C=C(C=CC1F)N1C(=NOC1=O)C=1C(=NON1)NCCONS(=O)(=O)C N-(2-((4-(4-(3-bromo-4-fluorophenyl)-5-oxo-4,5-dihydro-1,2,4-oxadiazol-3-yl)-1,2,5-oxadiazol-3-yl)amino)ethoxy)methanesulfonamide